tert-butyl 6-((2-isopropylphenyl)carbonyl)-2-azaspiro[3.3]heptane-2-carboxylate C(C)(C)C1=C(C=CC=C1)C(=O)C1CC2(CN(C2)C(=O)OC(C)(C)C)C1